ClC1=CC=C(C=C1)C=1C=CC=2N(N1)C=C(N2)CC(=O)O 2-(6-(4-Chlorophenyl)imidazo[1,2-b]pyridazin-2-yl)acetic acid